(3-{[2-(4-chlorophenyl)imidazo[1,2-a]pyridin-3-yl]methyl}-3,6-diazabicyclo[3.1.1]hept-6-yl)methanone ClC1=CC=C(C=C1)C=1N=C2N(C=CC=C2)C1CN1CC2N(C(C1)C2)C=O